C(=CC)SCC(C)C propenyl-isobutyl sulfide